N(=[N+]=[N-])\C(\C(=O)OCC)=C/C1=CN=C(S1)COC ethyl (Z)-2-azido-3-[2-(methoxymethyl) thiazol-5-yl]prop-2-enoate